ClC=1C(=NC(=NC1)F)NC=1C=C2C(=NC1)N(C(C2)=O)C 5-((5-chloro-2-fluoropyrimidin-4-yl)amino)-1-methyl-1,3-dihydro-2H-pyrrolo[2,3-b]pyridin-2-one